Acryloyl-Propyl-Trimethyl-Ammonium Chloride [Cl-].C(C=C)(=O)C[N+](C)(C)CCC